C1=CC=C2C(=C1)C(=CN2)CC(=N)C(=O)[O-] The molecule is a monocarboxylic acid anion that is the conjugate base of 2-imino-3-(indol-3-yl)propanoic acid, obtained by deprotonation of the carboxy group. It has a role as a bacterial metabolite. It is a conjugate base of a 2-imino-3-(indol-3-yl)propanoic acid and a 2-iminio-3-(indol-3-yl)propanoate.